ethyl-(Z)-N-benzyl-N-([methyl(methyl-thioethylideneamino-oxycarbonyl)amino]thio)alaninate C(C)OC([C@@H](N(SN(C(=O)O\N=C/CSC)C)CC1=CC=CC=C1)C)=O